6-Chloro-3-[(1R)-1-[2-[1-(2-hydroxyethyl)pyrazol-4-yl]-3,6-dimethyl-4-oxo-chromen-8-yl]ethoxy]pyridine-2-sulfonamide ClC1=CC=C(C(=N1)S(=O)(=O)N)O[C@H](C)C=1C=C(C=C2C(C(=C(OC12)C=1C=NN(C1)CCO)C)=O)C